C1(CC1)C1=C(C(=NO1)C1=C(C=NC=C1Cl)Cl)COC12CCC(CC1)(CC2)CC2=NC(=NO2)C2CC2 2-(5-((4-((5-Cyclopropyl-3-(3,5-dichloropyridin-4-yl)isoxazol-4-yl)methoxy)bicyclo[2.2.2]octan-1-yl)methyl)-1,2,4-oxadiazol-3-yl)cyclopropan